CC1(OC=2C=C(C=C(C2[C@H]2[C@H]1C[C@H](C(C2)=C)O)O)CCCCC)C (6Ar,8R,10aR)-6,6-dimethyl-9-methylidene-3-pentyl-7,8,10,10a-tetrahydro-6aH-benzo[c]chromene-1,8-diol